3-(1,4-Dimethyl-1H-benzo[d][1,2,3]triazol-5-yl)-3-(3-(((R)-2-ethyl-2,3-dihydro-[1,4]oxazepino[6,7-c]isoquinolin-4(5H)-yl)methyl)-4-methylphenyl)-2,2-dimethylpropionic acid CN1N=NC2=C1C=CC(=C2C)C(C(C(=O)O)(C)C)C2=CC(=C(C=C2)C)CN2C[C@H](OC1=C(N=CC=3C=CC=CC13)C2)CC